2-[2-(2-methoxyphenyl)-styryl]-N-methylpiperidine COC1=C(C=CC=C1)C1=C(C=CC2N(CCCC2)C)C=CC=C1